ClC=1C=C(C=CC1Cl)C(C(=O)NNC(=O)C1CN(CC12CN(C2)C(=O)[C@@H]2C(C2)(C)C)C(=O)OC(C)(C)C)(F)F tert-butyl 8-(2-(2-(3,4-dichlorophenyl)-2,2-difluoroacetyl)hydrazine-1-carbonyl)-2-((S)-2,2-dimethylcyclopropane-1-carbonyl)-2,6-diazaspiro[3.4]octane-6-carboxylate